ClCCC(=C(C1=CC=C(C=C1)O)C1=CC=C(C=C1)N1CCN(CC1)CC=1C=C2C(N(C(C2=CC1F)=O)C1C(NC(CC1)=O)=O)=O)C1=CC=CC=C1 5-((4-(4-(4-chloro-1-(4-hydroxyphenyl)-2-phenylbut-1-en-1-yl)phenyl)piperazin-1-yl)methyl)-2-(2,6-dioxopiperidin-3-yl)-6-fluoroisoindoline-1,3-dione